C(C)(=O)C1=NN(C2=C(C=CC=C12)C)CC(=O)N1[C@@H]2C[C@@]2(C[C@H]1C(=O)NC1=NC(=CC=C1C)Br)CNC(CC(F)(F)F)=O (1R,3S,5R)-2-(2-(3-acetyl-7-methyl-1H-indazol-1-yl)acetyl)-N-(6-bromo-3-methylpyridin-2-yl)-5-((3,3,3-trifluoropropanamido)methyl)-2-azabicyclo[3.1.0]hexane-3-carboxamide